ClC=1N=C(C=2OCCNC2N1)N[C@@H]1CCC=2NC3=CC=CC=C3C2C1 2-chloro-N-[(3R)-2,3,4,9-tetrahydro-1H-carbazol-3-yl]-7,8-dihydro-6H-pyrimido[5,4-b][1,4]oxazin-4-amine